di-tert-butylneo-pentylphosphine C(C)(C)(C)P(CC(C)(C)C)C(C)(C)C